N1(CCC12COC2)S(=O)(=O)C2(CC2)COC=2N=CC=C1C=C(C(N(C21)C)=O)C(=O)NCC2=CC=C(C=C2)C#N 8-((1-((6-oxa-1-azaspiro[3.3]heptan-1-yl)sulfonyl)cyclopropyl)methoxy)-N-(4-cyanobenzyl)-1-methyl-2-oxo-1,2-dihydro-1,7-naphthyridine-3-carboxamide